methyl 2-(1-(7-methyl-2-((S)-2-methylazetidin-1-yl)-6,7-dihydro-5H-cyclopenta[d]pyrimidin-4-yl)azetidin-3-yl)acetate CC1CCC2=C1N=C(N=C2N2CC(C2)CC(=O)OC)N2[C@H](CC2)C